ClC=1C=C(C=CC1)C(CNC(=O)NC1CCCC1)OC1CC1 1-[2-(3-chlorophenyl)-2-(cyclopropoxy)ethyl]-3-cyclopentyl-urea